r-propanal C(CC)=O